methyl 4-(N-(6-((4-(((tert-butoxycarbonyl)amino)methyl)-1H-pyrazol-1-yl)methyl)-4-methoxybenzo[d]isoxazol-3-yl)sulfamoyl)-3-methoxybenzoate C(C)(C)(C)OC(=O)NCC=1C=NN(C1)CC1=CC2=C(C(=NO2)NS(=O)(=O)C2=C(C=C(C(=O)OC)C=C2)OC)C(=C1)OC